octahydro-1H-pyrrolo[2,3-c]pyridine-1-carboxylic acid tert-butyl ester C(C)(C)(C)OC(=O)N1CCC2C1CNCC2